Thymyl 1-methyl-1-cyclobutanecarboxylate CC1(CCC1)C(=O)OC1=CC(C)=CC=C1C(C)C